ClC=1C=C(C=C(C1)OC(F)(F)F)N1CCC(CC1)OC=1N=NNC1C(=O)O 4-((1-(3-chloro-5-(trifluoromethoxy)phenyl)piperidin-4-yl)oxy)-1H-1,2,3-triazole-5-carboxylic acid